C(=C)C=1C=C2C=C(C=NC2=CC1)N 6-vinylquinolin-3-amine